1-[2-[4-(2-chloro-3-fluoro-phenyl)-2-oxo-chromen-7-yl]oxypropanoyl]piperidine-3-sulfonamide ClC1=C(C=CC=C1F)C1=CC(OC2=CC(=CC=C12)OC(C(=O)N1CC(CCC1)S(=O)(=O)N)C)=O